5-methyl-(dimethylamino)-2-methyl-5-oxopentanoate CC(CCC(C(=O)[O-])(C)N(C)C)=O